C(C)(=O)C1(CC1)C#N 1-acetyl-cyclopropanecarbonitrile